3-oxa-9-azabicyclo[3.3.1]nonane-9-carboxylic acid tert-butyl ester C(C)(C)(C)OC(=O)N1C2COCC1CCC2